(S)-3'-(2-amino-2-carboxyethyl)-[1,1'-biphenyl]-4-carboxylic acid N[C@@H](CC=1C=C(C=CC1)C1=CC=C(C=C1)C(=O)O)C(=O)O